O=C1C2=C(N=C(N1)[C@@H]1[C@@H](CC1)C1=NC=CC=N1)NN=C2C#N 4-oxo-6-((1S,2R)-2-(pyrimidin-2-yl)cyclobutyl)-4,5-dihydro-1H-pyrazolo[3,4-d]pyrimidine-3-carbonitrile